CC=1SC(=CC1CCC1(CCN(CC1)CC=1C=NN(C1)C)COCC)C 4-(2-(2,5-dimethylthiophen-3-yl)ethyl)-4-(ethoxymethyl)-1-((1-methyl-1H-pyrazol-4-yl)methyl)piperidine